BrC1=CC(=C2C=C(N=CC2=C1N1CC(C1)CS(=O)(=O)C)Cl)C(C)C 7-bromo-3-chloro-5-isopropyl-8-(3-(methylsulfonylmethyl)azetidin-1-yl)isoquinoline